F\C=C(/C(F)(F)F)\F (E)-1,2,3,3,3-pentafluoro-1-propene